N-[7-(2-chloro-5-fluorophenyl)-7-hydroxy-2,9-dioxo-2,3,4,7,8,9-hexahydro-1H-pyrrolo[4,3-H]quinolin-6-yl]-5-fluoro-3-(trifluoromethyl)benzamide sodium-nickel-copper-iron-manganese [Mn].[Fe].[Cu].[Ni].[Na].ClC1=C(C=C(C=C1)F)C1(NC(C=2C1=C(C=C1CCC(NC21)=O)NC(C2=CC(=CC(=C2)F)C(F)(F)F)=O)=O)O